BrC=1C(=NC(=CC1)C(C)C)CNCC(F)F N-((3-bromo-6-isopropylpyridin-2-yl)methyl)-2,2-difluoroethan-1-amine